N1(N=CN=C1)C[C@@]1(C[C@@H](CO1)COC1=C(C=C(C=C1)N1CCN(CC1)C1=CC=C(C(=O)NC2=CC(=CC=C2)F)C=C1)C)C1=C(C=C(C=C1)F)F 4-(4-(4-(((3R,5R)-5-((1H-1,2,4-triazol-1-yl)methyl)-5-(2,4-difluorophenyl)tetrahydrofuran-3-yl)methoxy)3-methylphenyl)piperazin-1-yl)-N-(3-fluorophenyl)benzamide